(Z)-4-(1-(4-amino-2-fluorobut-2-en-1-yl)-2-(trifluoromethyl)-1H-benzo[d]imidazol-4-yl)-N-(tert-butyl)benzenesulfonamide NC\C=C(\CN1C(=NC2=C1C=CC=C2C2=CC=C(C=C2)S(=O)(=O)NC(C)(C)C)C(F)(F)F)/F